6-(2-amino-5-(4-(1-(cyclopropylmethyl)piperidin-4-yl)phenyl)-6-fluoropyridin-3-yl)-7-fluoro-3,4-dihydroisoquinolin-1(2H)-one NC1=NC(=C(C=C1C=1C=C2CCNC(C2=CC1F)=O)C1=CC=C(C=C1)C1CCN(CC1)CC1CC1)F